6-(4-fluorophenyl)-4-isopropyl-2-oxo-1,2,3,4-tetrahydropyrimidine FC1=CC=C(C=C1)C1=CC(NC(N1)=O)C(C)C